C(C(C(C(C(C([2H])([2H])[2H])([2H])[2H])([2H])[2H])([2H])[2H])([2H])[2H])OC1=NSN=C1C=1CN(CCC1)C([2H])([2H])[2H] 3-((hexyl-2,2,3,3,4,4,5,5,6,6,6-d11)oxy)-4-(1-(methyl-d3)-1,2,5,6-tetrahydropyridin-3-yl)-1,2,5-thiadiazole